FC1=CC(=C(C=C1)C=1C=C2CC(C(C2=CC1)NC(O[C@@H]1CN2CCC1CC2)=O)(C)C)OCCC (S)-quinuclidin-3-yl (5-(4-fluoro-2-propoxyphenyl)-2,2-dimethyl-2,3-dihydro-1H-inden-1-yl)carbamat